OCC=1N=CC(=NC1)COC1=NN=C(S1)NC(C1=CN=C(C=C1)C)=O N-(5-((5-(hydroxymethyl)pyrazin-2-yl)methoxy)-1,3,4-thiadiazol-2-yl)-6-methylnicotinamide